C(C)(C)(C)OC(=O)N1[C@@H](C[C@@H](C1)OC1=NN(C(C=C1)=O)C)COC(F)F (2S,4S)-2-((difluoromethoxy)methyl)-4-((1-methyl-6-oxo-1,6-dihydropyridazin-3-yl)oxy)pyrrolidine-1-carboxylic acid tert-butyl ester